tert-butyl 2'-(methylthio)-4'-(((trifluoromethyl) sulfonyl) oxy)-6'H-spiro[oxetane-3,5'-pyrido[3,4-d]pyrimidine]-7'(8'H)-carboxylate CSC=1N=C(C2=C(N1)CN(CC21COC1)C(=O)OC(C)(C)C)OS(=O)(=O)C(F)(F)F